1H-indene-1,3(2H)-dion C1(CC(C2=CC=CC=C12)=O)=O